2-(cyclopropylmethoxy)-6-methoxy-N-(4-methoxybenzo[d]isoxazol-3-yl)benzenesulfonamide C1(CC1)COC1=C(C(=CC=C1)OC)S(=O)(=O)NC1=NOC2=C1C(=CC=C2)OC